1-(2-(dimethylamino)-2-oxoethyl)-3-(4-fluorophenyl)-2,4-dioxo-1,2,3,4-tetrahydropyrimidine-5-carboxylic acid ethyl ester C(C)OC(=O)C=1C(N(C(N(C1)CC(=O)N(C)C)=O)C1=CC=C(C=C1)F)=O